FC=1C=C(C(=NC1)C1=NC=CN=C1)C1CCN(CC1)[C@@H]1CC2(CN(C2)C(=O)OCC)CC1 ethyl (S)-6-(4-(5-fluoro-2-(pyrazin-2-yl)pyridin-3-yl)piperidin-1-yl)-2-azaspiro[3.4]octane-2-carboxylate